7-[5-(1-[(2E)-2-(aminomethyl)-3-fluoroprop-2-en-1-yl]-5-oxo-1,5-dihydro-4H-1,2,4-triazol-4-ylmethyl)thiophen-2-yl]-3,4-dihydroisoquinolin-1(2H)-one hydrochloride Cl.NC/C(/CN1N=CN(C1=O)CC1=CC=C(S1)C1=CC=C2CCNC(C2=C1)=O)=C\F